C(C)(C)(C)OC(C[C@@H](C1=CC=C(C=C1)C1=CC=CC=C1)N)=O (S)-3-amino-3-(biphenyl-4-yl)propionic acid tert-butyl ester